3,4-dihydro-[1,4]oxaazepino[2,3,4-ij]quinolin-8(2H)-one O1CCCN2C=CC(C3=CC=CC1=C23)=O